N(=NC1(CCCCC1)C#N)C1(CCCCC1)C#N 1,1'-azobis(1-cyclohex-anecarbonitrile)